tert-Butyl 3-(1-cyano-1-(4-fluorophenyl)ethyl)azetidine-1-carboxylate C(#N)C(C)(C1=CC=C(C=C1)F)C1CN(C1)C(=O)OC(C)(C)C